OC1(CC1)C(=O)NC1CCC(CC1)OC1=C2C=CC=NC2=CC(=N1)N1CCOCC1 1-Hydroxy-N-((1s,4s)-4-((7-morpholino-1,6-naphthyridin-5-yl)oxy)cyclohexyl)cyclopropane-1-carboxamide